C(C)(=O)OC1=C(C(=O)OCCCCCO[N+](=O)[O-])C=CC=C1 5-nitrooxypentyl 2-acetyloxybenzoate